BrC1=C(C(=CC=C1SC)F)C(=O)C1CC1 (2-bromo-6-fluoro-3-(methylthio)phenyl)(cyclopropyl)methanone